(3-acrylamidopropyl)trimethylammonium iodide [I-].C(C=C)(=O)NCCC[N+](C)(C)C